ClC1=C(C=CC=C1Cl)N1CCN(CC1)C(C#CC=1C=NC=C(C1)OC)=O 1-(4-(2,3-dichlorophenyl)piperazin-1-yl)-3-(5-methoxypyridin-3-yl)prop-2-yn-1-one